F[C@@H]1[C@@H](C1)C(=O)NC=1N=C2N(C=C(N=C2)C2=C3C=NNC3=C(C(=C2C)F)C2COCC2)C1 (1s,2s)-2-fluoro-N-(6-(6-fluoro-5-methyl-7-(tetrahydrofuran-3-yl)-1H-indazol-4-yl)imidazo[1,2-a]pyrazin-2-yl)cyclopropane-1-carboxamide